4-Methylmorpholine hydrochloride Cl.CN1CCOCC1